C(C)(C)(C)OC(=O)N1C(CC(CC1)C(N(C)OC)=O)(C)C 4-(methoxy(methyl)carbamoyl)-2,2-dimethylpiperidine-1-carboxylic acid tert-butyl ester